4-({(2R,5S)-5-[5-(4-fluorophenyl)-1,2,4-oxadiazol-3-yl]-2-methylpiperidin-1-yl}carbonyl)-2,3-dimethoxypyridine FC1=CC=C(C=C1)C1=NC(=NO1)[C@H]1CC[C@H](N(C1)C(=O)C1=C(C(=NC=C1)OC)OC)C